NC(CC=1C=2N(N=C(C1)C=1C=C3C=CN(C(C3=CC1)=O)C1CCN(CC1)C(=O)OC(C)(C)C)C=C(N2)C)=O tert-butyl 4-(6-(8-(2-amino-2-oxoethyl)-2-methylimidazo[1,2-b]pyridazin-6-yl)-1-oxoisoquinolin-2(1H)-yl)piperidine-1-carboxylate